Cl.COC(=O)C1(CNCCC1=CF)C 4-(fluoromethylene)-3-methylpiperidine-3-carboxylic acid methyl ester hydrochloride